tert-butyl (S)-3-((3-fluoroquinolin-5-yl)amino)pyrrolidine-1-carboxylate FC=1C=NC2=CC=CC(=C2C1)N[C@@H]1CN(CC1)C(=O)OC(C)(C)C